FC=1C=CC2=C(N(C(=N2)C=2C(=NON2)N)CC=2N=NC=CC2)C1F 4-(6,7-difluoro-1-(pyridazin-3-ylmethyl)-benzoimidazol-2-yl)-1,2,5-oxadiazol-3-amine